FC=1C=C(C=CC1)NC1=CC2=C(NC(=N2)COC2=CC(=NC=C2)C(F)(F)F)C=C1 N-(3-Fluorophenyl)-2-(((2-(trifluoromethyl)pyridin-4-yl)oxy)methyl)-1H-benzo[d]imidazol-5-amine